ClC1=C(C=C(C=C1)CN)OC(F)(F)F [4-chloro-3-(trifluoromethoxy)phenyl]methanamine